tert-butyl (S)-5-((8-carbamoyl-6-chloropyrido[3,2-d]pyrimidin-4-yl) amino)-3,3-difluoropiperidine-1-carboxylate C(N)(=O)C1=CC(=NC2=C1N=CN=C2N[C@H]2CC(CN(C2)C(=O)OC(C)(C)C)(F)F)Cl